FC1=C(C(=O)NC=2SC(=CN2)[N+](=O)[O-])C=CC(=C1)[N+](=O)[O-] 2-fluoro-4-nitro-N-(5-nitrothiazol-2-yl)benzamide